ethyl 5-chloro-1-(2,2,2-trifluoroethyl)-1H-pyrazole-4-carboxylate ClC1=C(C=NN1CC(F)(F)F)C(=O)OCC